FC1=CC(=C(C=C1C=1C=NC(=NC1)N1CCOCC1)NC(=O)C1=CN(C(C=C1C(F)(F)F)=O)C)N1C[C@@H](CC1)N(CC)CC N-[4-fluoro-5-(2-morpholin-4-ylpyrimidin-5-yl)-2-[(3R)-3-(diethylamino)pyrrolidin-1-yl]phenyl]-1-methyl-6-oxo-4-(trifluoromethyl)pyridine-3-carboxamide